6-((tert-butoxycarbonyl)amino)imidazo[1,2-a]pyridin-3-carboxylic acid C(C)(C)(C)OC(=O)NC=1C=CC=2N(C1)C(=CN2)C(=O)O